C[C@@H]1O[C@@H](CN(C1)C1=CC(=C(C=C1)NC1=CC=C2C=NN(C2=C1)C)C)C N-(4-((2S,6R)-2,6-dimethylmorpholino)-2-methylphenyl)-1-methyl-1H-indazol-6-amine